4-cyclopropyl-6,7-dihydro-4H-pyrazolo[5,1-c][1,4]oxazine-2-sulfonamide C1(CC1)C1OCCN2C1=CC(=N2)S(=O)(=O)N